bis-oleoyl-propylenediamine diacetic acid C(C)(=O)O.C(C)(=O)O.C(CCCCCCC\C=C/CCCCCCCC)(=O)N(C(CN)C)C(CCCCCCC\C=C/CCCCCCCC)=O